4-Cyclobutoxy-6-((4-((5-cyclopropyl-3-(3,5-dichloropyridin-4-yl)isoxazol-4-yl)methoxy)bicyclo[2.2.2]octan-1-yl)ethynyl)chinolin C1(CCC1)OC1=CC=NC2=CC=C(C=C12)C#CC12CCC(CC1)(CC2)OCC=2C(=NOC2C2CC2)C2=C(C=NC=C2Cl)Cl